NC1=NC=NN2C1=C(C(=N2)C2=CC=C(C=C2)NC(C=C)=O)C2=CC(=C(C=C2)C(=O)C2CCC(CC2)(F)F)OC N-(4-(4-amino-5-(4-(4,4-difluorocyclohexane-1-carbonyl)-3-methoxyphenyl)pyrazolo[5,1-f][1,2,4]triazin-6-yl)phenyl)acrylamide